(3R)-3-({4-[4-(difluoromethoxy)-2-(methoxymethoxy)phenyl]-7,8-dihydro-5H-pyrano[3,4-d]pyridazin-1-yl}amino)piperidine FC(OC1=CC(=C(C=C1)C=1N=NC(=C2C1COCC2)N[C@H]2CNCCC2)OCOC)F